azatricyclo[6.3.1.0{4,12}]dodecane N12CCC3CCCC(CCC1)C23